2-[(2R,5S)-2-(2-amino-1,3-benzothiazol-5-yl)-5-methyl-1-piperidyl]-N-(6-amino-5-methyl-3-pyridyl)-2-oxo-acetamide NC=1SC2=C(N1)C=C(C=C2)[C@@H]2N(C[C@H](CC2)C)C(C(=O)NC=2C=NC(=C(C2)C)N)=O